2-(4-hydrazinophenyl)acetic acid N(N)C1=CC=C(C=C1)CC(=O)O